CC=1C=C(C=C(C1)C)C=1C2(C3=CC=CC=C3C1)CCC1(CC2)OCCO1 2''-(3,5-dimethylphenyl)dispiro[[1,3]dioxolane-2,1'-cyclohexane-4',1''-indene]